C(#N)C1=CC=C2C(=CN(C2=C1)COCC[Si](C)(C)C)C1=NC(=NC=C1C(C)(F)F)N[C@@H]1CN(C[C@@H](C1)O)C(=O)OCC=C allyl (3S,5R)-3-[[4-[6-cyano-1-(2-trimethylsilylethoxymethyl) indol-3-yl]-5-(1,1-difluoroethyl)pyrimidin-2-yl]amino]-5-hydroxy-piperidine-1-carboxylate